ClC1=C(C=C(C#N)C=C1)C=1NC2=CC(=CC(=C2C(C1)=O)OC1=CC=C(C=C1)Cl)F 4-Chloro-3-(5-(4-Chlorophenoxy)-7-Fluoro-4-Oxo-1,4-Dihydroquinolin-2-Yl)Benzonitrile